C(C)OC(=O)C=1N=C(SC1CCCOC1=C(C=C(C=C1)Br)F)NC(C)=O [3-(4-bromo-2-fluorophenoxy)propyl]-2-acetylamino-1,3-thiazole-4-carboxylic acid ethyl ester